ethyl 3-(4-(((tert-butoxy carbonyl)amino)methyl)benzamido)-2-imino-2,3-dihydrobenzo[d]thiazole-6-carboxylate C(C)(C)(C)OC(=O)NCC1=CC=C(C(=O)NN2C(SC3=C2C=CC(=C3)C(=O)OCC)=N)C=C1